BrC1=C2CCC(C2=CC=C1)=O 4-bromo-2,3-dihydroindene-1-one